C(C)(C)(C)OC(=O)NC1=C(C=NC(=C1)C#CCCC(C)(C)O[Si](C)(C)C(C)(C)C)C(=O)OCC ethyl 4-(tert-butoxycarbonylamino)-6-[5-[tert-butyl(dimethyl)silyl]oxy-5-methyl-hex-1-ynyl]pyridine-3-carboxylate